CN1C=CC=2N=C(N=C(C21)C2=CC=C(C=C2)C(F)(F)F)CNC(C=C)=O N-((5-methyl-4-(4-(trifluoromethyl)phenyl)-5H-pyrrolo[3,2-d]pyrimidin-2-yl)methyl)acrylamide